1-(2-aminopyrimidin-5-yl)-3-[1-(5-chloro-7-fluoro-3-methyl-1-benzofuran-2-yl)-2,2,2-trifluoroethyl]urea NC1=NC=C(C=N1)NC(=O)NC(C(F)(F)F)C=1OC2=C(C1C)C=C(C=C2F)Cl